2,4-difluoro-7-(4-n-propylcyclohexen-1-yl)-3-(trifluoromethyl)dibenzothiophene FC1=CC2=C(SC3=C2C=CC(=C3)C3=CCC(CC3)CCC)C(=C1C(F)(F)F)F